Methyl (S,E)-2-amino-4-oxohepta-5-enoate trifluoroacetic acid salt FC(C(=O)O)(F)F.N[C@H](C(=O)OC)CC(\C=C\C)=O